(4S)-5,5-difluoro-3-methylsulfonyl-1-[(3R)-4,4,4-trifluoro-3-methoxybutyl]-4,6-dihydrocyclopenta[c]pyrazol-4-ol FC1([C@H](C2=C(N(N=C2S(=O)(=O)C)CC[C@H](C(F)(F)F)OC)C1)O)F